3-(3-(2,5-difluoro-4-methyl-3-(pyrazolo[1,5-a]pyridine-3-carboxamido)phenyl)-1,2,4-oxadiazol-5-yl)azetidine-1-carboxylic acid methyl ester COC(=O)N1CC(C1)C1=NC(=NO1)C1=C(C(=C(C(=C1)F)C)NC(=O)C=1C=NN2C1C=CC=C2)F